N-{4-[4-amino-2-ethoxymethyl-7-(pyridin-3-yl)-1H-imidazo[4,5-c]Quinolin-1-yl]Butyl}-N'-propylurea NC1=NC=2C=C(C=CC2C2=C1N=C(N2CCCCNC(=O)NCCC)COCC)C=2C=NC=CC2